C(C)S(=O)(=O)C=1C(=NN2C1C=CC=C2)C(=O)O 3-ethylsulfonylpyrazolo[1,5-a]Pyridine-2-carboxylic acid